N-(3-(6-amino-5-(2-((methyl-d3)amino)ethoxy)pyrimidin-4-yl)-5-fluoro-2-methylphenyl)-7-fluoro-2H-spiro[benzofuran-3,1'-cyclopropane]-6-carboxamide NC1=C(C(=NC=N1)C=1C(=C(C=C(C1)F)NC(=O)C1=C(C2=C(C=C1)C1(CC1)CO2)F)C)OCCNC([2H])([2H])[2H]